C(C)(=O)N1CCC(CC1)(OCC)C=1C(N(C2=C(C(=NC(=C2C1)Cl)C)OC[C@H]1N(CCC1)C(=O)OC(C)(C)C)C)=O tert-Butyl (S)-2-(((3-(1-acetyl-4-ethoxypiperidin-4-yl)-5-chloro-1,7-dimethyl-2-Oxo-1,2-dihydro-1,6-naphthyridin-8-yl)oxy)methyl)pyrrolidine-1-carboxylate